tert-butyl 4-((4-methoxy-7-methyl-1H-pyrrolo[3,2-c]pyridin-1-yl)sulfonyl)piperazine-1-carboxylate COC1=NC=C(C2=C1C=CN2S(=O)(=O)N2CCN(CC2)C(=O)OC(C)(C)C)C